2-methoxyethyl (1S,2R,5R)-3-((6-(4-chloro-2-fluoro-phenoxy)pyridin-3-yl)sulfonyl)-2-(hydroxycarbamoyl)-3,8-diazabicyclo[3.2.1]-octane-8-carboxylate ClC1=CC(=C(OC2=CC=C(C=N2)S(=O)(=O)N2[C@H]([C@@H]3CC[C@H](C2)N3C(=O)OCCOC)C(NO)=O)C=C1)F